tert-butyl (2S)-3-(4-{2-[2-(2-ethoxyethoxy) ethoxy] ethoxy} phenyl)-2-hydroxypropionate C(C)OCCOCCOCCOC1=CC=C(C=C1)C[C@@H](C(=O)OC(C)(C)C)O